(+)-N-(3-chloro-2-fluorophenylmethyl)-2-methylpropane-2-sulfinamide ClC=1C(=C(C=CC1)CNS(=O)C(C)(C)C)F